NC=1N=C2N(C=CC=N2)C1 2-amino-imidazo[1,2-a]pyrimidine